C(C(C)C)C(=COC)CC(COC)CC(C)C 2,4-diisobutyl-1,5-dimethoxypentaneN